N-(5-hydroxy-2-methyl-3-(trifluoromethyl)phenyl)-2,4,6-triisopropylbenzenesulfonamide OC=1C=C(C(=C(C1)NS(=O)(=O)C1=C(C=C(C=C1C(C)C)C(C)C)C(C)C)C)C(F)(F)F